C(C)(C)(C1=CC=CC=C1)OOC(C)(C)C tertbutyl cumyl peroxide